2-((2,5-diazabicyclo[2.2.1]heptan-2-yl)methyl)-7-methoxy-9,9-dimethyl-9,10-dihydroacridine C12N(CC(NC1)C2)CC2=CC=1C(C3=CC(=CC=C3NC1C=C2)OC)(C)C